ClC1=C(C=CC=C1)CN1N=C(C=C1C1=CC(=CC=C1)OCC1COC1)C(=O)OC Methyl 1-[(2-chlorophenyl)methyl]-5-[3-(oxetan-3-ylmethoxy)phenyl]-1H-pyrazole-3-carboxylate